C(CCCCCCCCCCC)OC1=C(CBr)C=CC=C1 2-(dodecyloxy)benzyl bromide